(4-fluorophenyl)(8-methyl-3-(5-methylthiazole-2-yl)-5,6-dihydroimidazo[1,5-a]pyrazin-7(8H)-yl)methanone FC1=CC=C(C=C1)C(=O)N1C(C=2N(CC1)C(=NC2)C=2SC(=CN2)C)C